C1(CC1)[C@H]1NCCNC1 (2R)-2-cyclopropylpiperazine